C1NC=CC=2C3=CC=CC=C3NC12 dihydrobeta-carboline